N-[3-Chloro-2-fluoro-4-[(1-fluorocyclopropyl)methoxy]phenyl]-6-(4,7-diazaspiro[2.5]octan-7-yl)pyrimido[5,4-d]pyrimidin-4-amine ClC=1C(=C(C=CC1OCC1(CC1)F)NC=1C2=C(N=CN1)C=NC(=N2)N2CCNC1(CC1)C2)F